4-methyl-6-tert-butyl-m-phenylenediamine CC1=C(C=C(C(=C1)C(C)(C)C)N)N